C(CCCCCCCCCCCCCCC)(=O)O.OCC(O)CO.OCC(O)CO.OCC(O)CO triglycerol palmitate